N-(4-methyl-3-(pyridin-4-yl)-1H-pyrazol-5-yl)-3-(4-nitrophenyl)propenamide CC=1C(=NNC1NC(C=CC1=CC=C(C=C1)[N+](=O)[O-])=O)C1=CC=NC=C1